(E)-4-(3-(4,4,5,5-tetramethyl-1,3,2-dioxaborolan-2-yl)allyl)morpholine CC1(OB(OC1(C)C)/C=C/CN1CCOCC1)C